ClC1=C(C=C2C(C(NC2=C1)=O)=C(O)C1=CC(=NO1)C)C1=CC=C(C=C1)C1CC1 6-Chloro-5-(4-cyclopropyl-phenyl)-3-[1-hydroxyl-(3-methyl-isoxazol-5-yl)-methylidene]-1,3-dihydro-indol-2-one